3,4-difluoro-2-(2-fluoro-4-iodoanilino)-5-[[3-fluoro-2-(methylsulfamoylamino)pyridin-4-yl]methyl]-N-methoxybenzamide FC=1C(=C(C(=O)NOC)C=C(C1F)CC1=C(C(=NC=C1)NS(NC)(=O)=O)F)NC1=C(C=C(C=C1)I)F